C(C)(C)(C)NCC(O)C1=C(C=CC=C1)[N+](=O)[O-] 2-(tert-butylamino)-1-(2-nitrophenyl)ethanol